C(\C=C\C(=O)O)(=O)O.C[C@@H]1CN(C[C@@H](O1)C)CC1=CC=C(C=C1)/C=C/C1=NNC2=CC(=CC=C12)[C@@H]1C[C@@]12C(NC1=CC=C(C=C21)OC)=O (1R,2s)-2-[3-[(E)-2-[4-[(cis-2,6-Dimethylmorpholin-4-yl)methyl]phenyl]vinyl]-1H-indazol-6-yl]-5'-methoxyspiro[cyclopropane-1,3'-indol]-2'(1'H)-one (2E)-but-2-enedioate